N-(2-((R)-4-cyclopropyl-3-methylpiperazine-1-yl)-5-((6-((R)-3-(2,3-dichlorophenyl)isoxazolidine-2-yl)pyrimidine-4-yl)amino)-4-methoxyphenyl)acrylamide C1(CC1)N1[C@@H](CN(CC1)C1=C(C=C(C(=C1)OC)NC1=NC=NC(=C1)N1OCC[C@@H]1C1=C(C(=CC=C1)Cl)Cl)NC(C=C)=O)C